(E)-3-((2-benzylidene-1-methylhydrazino)sulfonyl)-N,N-dimethyl-1H-1,2,4-triazole-1-sulfonamide C(/C1=CC=CC=C1)=N\N(C)S(=O)(=O)C1=NN(C=N1)S(=O)(=O)N(C)C